(ethylcyclopentadiene) lanthanum (III) [La+3].C(C)C1=CC=CC1